1,3,5-tris(bromoacetyl)hexahydro-1,3,5-triazine BrCC(=O)N1CN(CN(C1)C(CBr)=O)C(CBr)=O